CC1CNCCN1C(=O)OC(C)(C)C (S)-1-N-Boc-2-methylpiperazine